Cl.N1CCC2(CC1)[C@@H](C1=CC=CC=C1C2)N (S)-1,3-dihydrospiro[indene-2,4'-piperidine]-1-amine hydrochloride